C(CCC)OC(CCC(C)(OOC(C)(C)C)OOC(C)(C)C)=O.C1(=CC=CC=C1)[P] Phenyl-Phosphorus n-butyl-4,4-di-(t-butyl-peroxy)valerate